C(C1CO1)C=1C(=C(C=CC1)O)N glycidyl-Aminophenol